tert-butyl N-(3-{[1-methyl-5-({2-[(1-methyl-5-{[1-methyl-5-(propylcarbamoyl)pyrrol-3-yl]carbamoyl}pyrrol-3-yl)carbamoyl]ethyl}carbamoyl)pyrrol-3-yl]carbamoyl}propyl)carbamate CN1C=C(C=C1C(NCCC(NC1=CN(C(=C1)C(NC1=CN(C(=C1)C(NCCC)=O)C)=O)C)=O)=O)NC(=O)CCCNC(OC(C)(C)C)=O